C(CCCCCCCCC)OCOCCCC(CC(CC(CC(CC(C)O)C)C)C)C 12-hydroxy-4,6,8,10-tetramethyltridecyl decyloxymethyl ether